N(=[N+]=[N-])CC12CN(C(C1)(C2)C(=O)OC)C(=O)OCC2=CC=CC=C2 2-O-Benzyl 1-O-methyl 4-(azidomethyl)-2-azabicyclo[2.1.1]hexane-1,2-dicarboxylate